1-(1-amino-2-(5-(4-((5-chloro-3-fluoropyridin-2-yl)oxy)phenyl)-2H-tetrazol-2-yl)ethyl)cyclopropane-1-carboxylic acid methyl ester COC(=O)C1(CC1)C(CN1N=C(N=N1)C1=CC=C(C=C1)OC1=NC=C(C=C1F)Cl)N